C(C)OC(/C(=C/CCOCCC(=O)O)/C)=O (E)-3-((5-ethoxy-4-methyl-5-oxopent-3-en-1-yl)oxy)propanoic acid